ON=CC1=CC(=C(C(=O)NCC(NCC(F)(F)F)=O)C=C1)C 4-[(E and Z)-hydroxyiminomethyl]-2-methyl-N-[2-oxo-2-(2,2,2-trifluoroethylamino)ethyl]benzamide